CN1CC=2N(CC1)N=CC2C=2C=C1C(=NC2)NC=C1C=1C=CC=2N(C1)N=CN2 6-(5-(5-methyl-4,5,6,7-tetrahydropyrazolo[1,5-a]pyrazin-3-yl)-1H-pyrrolo[2,3-b]pyridin-3-yl)-[1,2,4]triazolo[1,5-a]pyridine